(R)-2-(6-chloro-8-(trifluoromethoxy)imidazo[1,2-a]pyridin-2-yl)-N-(3-cyclopropyl-1H-pyrazol-5-yl)propanamide ClC=1C=C(C=2N(C1)C=C(N2)[C@H](C(=O)NC2=CC(=NN2)C2CC2)C)OC(F)(F)F